N1=CN=CC(=C1)C1=CC=C(OC2=C(N=NN2)C(=O)O)C=C1 5-(4-(pyrimidin-5-yl)phenoxy)-1H-1,2,3-triazole-4-carboxylic acid